[cis-4-methoxytetrahydro-3-furanyl]amine hydrochloride Cl.CO[C@@H]1[C@@H](COC1)N